3-benzyl-1-(trans-4-((5-cyano-4-((3-methoxypropyl)-(methyl)amino)pyrimidin-2-yl)amino)cyclohexyl)-1-(5-(1-methyl-1H-pyrazol-4-yl)pyridin-2-yl)urea C(C1=CC=CC=C1)NC(N(C1=NC=C(C=C1)C=1C=NN(C1)C)[C@@H]1CC[C@H](CC1)NC1=NC=C(C(=N1)N(C)CCCOC)C#N)=O